FC1(CCC2=C1N=C(N=C2C=2C=C(C1=C(CCO1)C2)S(=O)(=O)N)N2[C@H]([C@@H](C2)O)C)F 5-(7,7-difluoro-2-((2S,3R)-3-hydroxy-2-methylazetidin-1-yl)-6,7-dihydro-5H-cyclopenta[d]pyrimidin-4-yl)-2,3-dihydrobenzofuran-7-sulfonamide